C(C)OC(=O)C1=NC(=NC(=C1C=O)C1CCCCC1)N1C[C@@H](O[C@@H](C1)C)C=1C=NN(C1)C1CC1.CCO[Si](OC)(OC)CC methyl-(ethyl)trimethoxysilane ethyl-6-cyclohexyl-2-[(2S,6R)-2-(1-cyclopropylpyrazol-4-yl)-6-methyl-morpholin-4-yl]-5-formyl-pyrimidine-4-carboxylate